(13Z)-beta-Carotene CC1(C)CCCC(C)=C1\C=C\C(\C)=C\C=C\C(\C)=C/C=C/C=C(\C)/C=C/C=C(\C)/C=C/C1=C(C)CCCC1(C)C